3-{4-[(4-chloronaphthalen-1-yl)sulfamoyl]phenyl}-1-(pyridin-3-ylmethyl)urea ClC1=CC=C(C2=CC=CC=C12)NS(=O)(=O)C1=CC=C(C=C1)NC(NCC=1C=NC=CC1)=O